tert-butyl 2-[[(2,2,2-trifluoroacetyl)amino]methyl]-1,4-oxazepane-4-carboxylate FC(C(=O)NCC1OCCCN(C1)C(=O)OC(C)(C)C)(F)F